9-[4-(1-methylpropoxy)phenyl]-3,4-dihydropyrido[2,1-c][1,2,4]thiadiazine 2,2-dioxide CC(CC)OC1=CC=C(C=C1)C1=CC=CN2C1=NS(CC2)(=O)=O